C(C)(C)(C)OC(=O)N1CCC(CC1)C=1C=NN2C1C=CC(=C2)N2C[C@@H]1[C@H](C2)COC1.ClC=1C(=CC(=C(C1)C(=O)N1CCCC1)O)O (5-chloro-2,4-dihydroxyphenyl)(pyrrolidin-1-yl)methanone tert-butyl-4-(6-((3aR,6aS)-tetrahydro-1H-furo[3,4-c]pyrrol-5(3H)-yl)pyrazolo[1,5-a]pyridin-3-yl)piperidine-1-carboxylate